FC1=C(C=C(C(=C1)OC)NC1=NC=CC(=N1)C1=C(NC2=CC=CC=C12)CCCO)NC(CC)=O N-(2-fluoro-5-((4-(2-(3-hydroxypropyl)-1H-indol-3-yl)pyrimidin-2-yl)amino)-4-methoxyphenyl)propanamide